naphthyl[(benzophenanthrenyl)phenyl]anthracene-d8 C1(=CC=CC2=CC=CC=C12)C1=C2C(=C(C(=C(C2=C(C=2C(=C(C(=C(C12)[2H])[2H])[2H])[2H])[2H])[2H])[2H])[2H])C1=C(C=CC=C1)C1=C2C=3C=CC=CC3C3=C(C2=CC=C1)C=CC=C3